methoxymethyl 4-((4-(benzyloxy)-2-hydroxy-3,6-dimethylbenzoyl)oxy)-3-ethyl-2,5,6-trimethylbenzoate C(C1=CC=CC=C1)OC1=C(C(=C(C(=O)OC2=C(C(=C(C(=O)OCOC)C(=C2C)C)C)CC)C(=C1)C)O)C